4-(6-(pyrazolo[1,5-a]pyridin-4-ylmethoxy)pyridin-2-yl)piperidine-1-carboxylic acid tert-butyl ester C(C)(C)(C)OC(=O)N1CCC(CC1)C1=NC(=CC=C1)OCC=1C=2N(C=CC1)N=CC2